p-acetoxystyrene fluoride [F-].C(C)(=O)OC1=CC=C(C=C)C=C1